C1(=CC=CC2=CC=CC=C12)OC(C[C@@H](C(CF)=O)NC(=O)[C@@]1(CC(=NO1)C1=NC=CC2=CC=CC=C12)C(C)C)=O (S)-5-fluoro-3-((R)-5-isopropyl-3-(isoquinolin-1-yl)-4,5-dihydroisoOxazol-5-carboxamido)-4-oxopentanoic acid naphthalen-1-yl ester